CN(C)CC=1N=C(SC1)C=1C=C(C=CC1)C(C)N 1-(3-(4-((dimethylamino)methyl)thiazol-2-yl)phenyl)ethylamine